N-{1-[5-chloro-8-(3-fluorophenyl)cinnolin-7-yl]ethyl}-9H-purin-6-amine ClC1=C2C=CN=NC2=C(C(=C1)C(C)NC1=C2N=CNC2=NC=N1)C1=CC(=CC=C1)F